CO[C@H]([C@H](C(=O)O)C)[C@H]1NCCC1 (2R,3R)-3-methoxy-2-methyl-3-((S)-pyrrolidin-2-yl)propanoic acid